1,3,5-tri(3,5-di-tert-butyl-4-hydroxybenzyl)-1,3,5-triazin-2,4,6(1H,3H,5H)-trione C(C)(C)(C)C=1C=C(CN2C(N(C(N(C2=O)CC2=CC(=C(C(=C2)C(C)(C)C)O)C(C)(C)C)=O)CC2=CC(=C(C(=C2)C(C)(C)C)O)C(C)(C)C)=O)C=C(C1O)C(C)(C)C